N-({4-bromo-1-methyl-1H-pyrazolo[4,3-c]quinolin-7-yl}methyl)-N-(4-fluoro-2-methanesulfonylphenyl)-2-(4-methoxypiperidin-1-yl)-1,3-thiazole-5-carboxamide BrC1=NC=2C=C(C=CC2C2=C1C=NN2C)CN(C(=O)C2=CN=C(S2)N2CCC(CC2)OC)C2=C(C=C(C=C2)F)S(=O)(=O)C